(2S)-2-(3-(dimethylamino)-2,5-dioxopyrrolidin-1-yl)-N-(2-fluorobenzyl)propanamide fumarate C(\C=C\C(=O)O)(=O)O.CN(C1C(N(C(C1)=O)[C@H](C(=O)NCC1=C(C=CC=C1)F)C)=O)C